tert-butyl ((8R,9aS)-2-((R)-5-amino-1-((3,4-dichlorobenzyl)amino)-1,5-dioxopentan-2-yl)-1-oxo-5-phenethyloctahydro-1H-pyrrolo[1,2-a][1,4]diazepin-8-yl)carbamate NC(CC[C@H](C(=O)NCC1=CC(=C(C=C1)Cl)Cl)N1C([C@H]2N(C(CC1)CCC1=CC=CC=C1)C[C@@H](C2)NC(OC(C)(C)C)=O)=O)=O